N1(CCOCC1)C1=NC2=C(N=CC=C2C(=C1)N1C(OCC1)=O)C1=CC=NN1 3-[2-(morpholin-4-yl)-8-(1H-pyrazol-5-yl)-1,7-naphthyridin-4-yl]-1,3-oxazolidin-2-one